2-(2-((tert-butyldimethylsilyl)oxy)ethyl)-9-((2-fluorobenzyl)oxy)-3,4-dihydropyrazino[1,2-b]indazol-1(2H)-one [Si](C)(C)(C(C)(C)C)OCCN1C(C=2N(N=C3C=CC(=CC23)OCC2=C(C=CC=C2)F)CC1)=O